C[C@H](CC)C1=C(C=C(C=C1)[C@H](NC(=O)[C@H]1N(C[C@@H](C1)F)C(CC1=CN=NN1)=O)C1=CC=CC=C1)F |o1:1,10| (2S,4R)-N-[(R) or (S)-{4-[(2R) or (2S)-butan-2-yl]-3-fluorophenyl}(phenyl)methyl]-4-fluoro-1-[2-(1H-1,2,3-triazol-5-yl)acetyl]pyrrolidine-2-carboxamide